NC1=CC=C(C=N1)C1=NC=C(C(=C1F)C(=O)O)C(F)(F)F 6'-Amino-3-fluoro-5-(trifluoromethyl)-[2,3'-bipyridine]-4-carboxylic acid